N1=C(C=CC=C1)C(=O)[C@@]12CC3=C(C=C2CCN(C1)S(=O)(=O)C1=CC(=CC=C1)C(F)(F)F)N(N=C3)C=3C=NC=CC3 (R)-Pyridin-2-yl(1-(Pyridin-3-yl)-6-((3-(trifluoromethyl)phenyl)sulfonyl)-4,4a,5,6,7,8-hexahydro-1H-pyrazolo[3,4-g]isochinolin-4a-yl)methanon